CC(C(=O)OC(C)(C)C)CC(CC)=O tert-butyl 2-methyl-4-oxo-hexanoate